C(C)(C)(C)OC(=O)N1CC(C[C@H](C1)N)(F)F.OC1=CC=C(N)C=C1 4-hydroxyaniline tert-butyl-(R)-5-amino-3,3-difluoro-piperidine-1-carboxylate